FC(CN1N=NC2=C1C=C(C=C2F)C=2C=CN1N=C(N=C(C12)OC)NC1CCN(CC1)C1COC1)F 5-(1-(2,2-difluoroethyl)-4-fluoro-1H-benzo[d][1,2,3]triazol-6-yl)-4-methoxy-N-(1-(oxetan-3-yl)piperidin-4-yl)pyrrolo[2,1-f][1,2,4]triazin-2-amine